C(C)N(CC)CC.C(C)N(CC)CC.FC1=CNC=2N=CNC(C21)=O 5-fluoro-3,7-dihydro-4H-pyrrolo[2,3-d]pyrimidin-4-one di-triethylamine Salt